tert-butyl 4-cyanoazepane-1-carboxylate C(#N)C1CCN(CCC1)C(=O)OC(C)(C)C